CC=1C(=C(C=2CC3=CC=CC=C3C2C1)C1=C(C2=C(OC3=C2C=CC=C3)C=C1)C1=C(C(=C(C=C1)C1(C(C(C(C(C1[2H])([2H])[2H])([2H])[2H])([2H])[2H])([2H])[2H])[2H])C1(C(C(C(C(C1[2H])([2H])[2H])([2H])[2H])([2H])[2H])([2H])[2H])[2H])C1=NN=NC=C1)C (dimethylfluorenyl)[(diphenyl-d10)triazinylphenyl]dibenzofuran